C1C(CC2=CC=CC=C12)NC(=O)C1=NC(=CC(=C1)NC(OC(C)(C)C)=O)NC=1C=C(C=CC1)C Tert-butyl (2-((2,3-dihydro-1H-inden-2-yl)carbamoyl)-6-(m-tolylamino)pyridin-4-yl)carbamate